N-(8-iodo-2-((tetrahydro-2H-pyran-4-yl)amino)pyrido[4,3-d]Pyrimidin-5-yl)benzamide IC1=CN=C(C2=C1N=C(N=C2)NC2CCOCC2)NC(C2=CC=CC=C2)=O